C1=CC(=C(C(=C1Cl)CC(=O)[O-])Cl)Cl The molecule is a monocarboxylic acid anion resulting from the deprotonation of the carboxy group of chlorfenac. It has a role as a synthetic auxin and a herbicide. It is a conjugate base of a chlorfenac.